3-amino-2-((1-ethyl-1H-imidazol-5-yl)methyl)propanoic acid NCC(C(=O)O)CC1=CN=CN1CC